methyl 5-cyano-2-(1-(tetrahydro-2H-pyran-2-yl)-4-(trifluoromethyl)-1H-imidazol-2-yl)benzoate C(#N)C=1C=CC(=C(C(=O)OC)C1)C=1N(C=C(N1)C(F)(F)F)C1OCCCC1